NC=1NC=C(N1)/C=C/C(=O)O (E)-3-(2-amino-4-imidazolyl)acrylic acid